pentyltriphenyl-phosphine bromide [Br-].C(CCCC)C1=C(C=CC=C1)P(C1=CC=CC=C1)C1=CC=CC=C1